C1(CC1)S(=O)(=O)N1N=CC(=C1)C1=NC=CC(=N1)NC1=NC=C(C(=C1)NC1CCC(CC1)O)C#CCN1CCOCC1 (1s,4s)-4-((2-((2-(1-(Cyclopropylsulfonyl)-1H-pyrazol-4-yl)pyrimidin-4-yl)amino)-5-(3-morpholinoprop-1-yn-1-yl)pyridin-4-yl)amino)cyclohexan-1-ol